tert-Butyl [3-{[tert-butyl(dimethyl)silyl]oxy}-2-(hydroxymethyl)propyl]carbamate [Si](C)(C)(C(C)(C)C)OCC(CNC(OC(C)(C)C)=O)CO